C[Si](CCOCN1C(=NC=C1)CN)(C)C (1-((2-(trimethylsilyl)ethoxy)methyl)-1H-imidazol-2-yl)methanamine